2-methyl-4-chloro-4-iodobenzoic acid methyl ester COC(C1=C(CC(C=C1)(I)Cl)C)=O